8-bromo-N-[(4S)-3,4-dihydro-2H-chromen-4-yl]-4-(methoxymethyl)quinoline-3-carboxamide BrC=1C=CC=C2C(=C(C=NC12)C(=O)N[C@H]1CCOC2=CC=CC=C12)COC